2,2'-(1,2-phenylene)-diethanamine C1(=C(C=CC=C1)CCN)CCN